rac-(R)-1-(4-(1-(2,6-dioxopiperidin-3-yl)-4-methyl-5-oxo-4,5-dihydro-1H-1,2,4-triazol-3-yl)phenyl)piperidine-4-carbaldehyde O=C1NC(CC[C@H]1N1N=C(N(C1=O)C)C1=CC=C(C=C1)N1CCC(CC1)C=O)=O |r|